ClC1CCN(S1)C 5-chloro-2-methyl-isothiazolin